CCCCC/C=C\C/C=C\C/C=C\C/C=C\CCCCCC(=O)O 7Z,10Z,13Z,16Z-Docosatetraenoic acid